FC1=C(C(=CC=2SC(=CC21)C(CC(C(=O)OC)(C)C)=O)OC)OCCCOC2=C(C1=C(SC(=C1)C(C=C(C)C)=O)C=C2OC)F Methyl 4-(4-fluoro-5-(3-((4-fluoro-6-methoxy-2-(3-methylbut-2-enoyl)benzo[b]thiophen-5-yl)oxy)propoxy)-6-methoxybenzo[b]thiophen-2-yl)-2,2-dimethyl-4-oxobutanoate